7-CARBAMOYL-MORPHINAN C(N)(=O)C1CC[C@]23C=4C=CC=CC4C[C@H]([C@@H]2C1)NCC3